ClC1=C(C=CC(=C1)OC1=CC=CC=2C=C(OC21)C(F)F)C(=O)C2=CNC=1N=CN=C(C12)Cl (2-chloro-4-((2-(difluoromethyl)benzofuran-7-yl)oxy)phenyl)(4-chloro-7H-pyrrolo[2,3-d]pyrimidin-5-yl)methanone